2,2'-(2-methyl-1,3-phenylene)bis(N-(pentan-3-yl)oxazole-5-carboxamide) CC1=C(C=CC=C1C=1OC(=CN1)C(=O)NC(CC)CC)C=1OC(=CN1)C(=O)NC(CC)CC